OC1=CC=C2C(=NC(=NC2=C1)NC(=N)NC1CCN(CC1)C)C 1-(7-hydroxy-4-methylquinazolin-2-yl)-3-(1-methylpiperidin-4-yl)guanidine